BrC1=CC=C(C=C1)C1(CS(C1)(=O)=O)O 3-(4-bromophenyl)-3-hydroxythietane 1,1-dioxide